OC(=O)C(F)(F)F.ONC(C1=CC=C(C=C1)CCCN1CCC(CC1)CNC1C(C1)C=1C=NN(C1)C1=CC=CC=C1)=O N-hydroxy-4-(3-(4-(((2-(1-phenyl-1H-pyrazol-4-yl)cyclopropyl)amino)methyl)piperidin-1-yl)propyl)benzamide TFA salt